cerium zirconium-Oxide [O-2].[Zr+4].[Ce+3]